C1=CC=CC=2C3=CC=CC=C3C(C12)COC(=O)N[C@@H](CCSC)C(=O)O (((9H-fluoren-9-yl)methoxy)carbonyl)-L-methionine